2-((1R,2R)-1-(2-cyanophenyl)-1-(5-methyl-1H-pyrazol-1-yl)propan-2-yl)-5-hydroxy-N-(isoxazol-4-yl)-1-methyl-6-oxo-1,6-dihydropyrimidine-4-carboxamide C(#N)C1=C(C=CC=C1)[C@@H]([C@@H](C)C=1N(C(C(=C(N1)C(=O)NC=1C=NOC1)O)=O)C)N1N=CC=C1C